((2S,4S)-4-(3-borono-4-fluorobenzamido)-1-(3-borono-4-fluorobenzoyl)pyrrolidine-2-carbonyl)glycine B(O)(O)C=1C=C(C(=O)N[C@H]2C[C@H](N(C2)C(C2=CC(=C(C=C2)F)B(O)O)=O)C(=O)NCC(=O)O)C=CC1F